FC(C1=CC=C(C=C1)S(=O)(=O)N1CC2(C3=CC=CC=C13)CCC(CC2)(F)F)F 1'-[4-(difluoromethyl)benzenesulfonyl]-4,4-difluoro-1',2'-dihydrospiro[cyclohexane-1,3'-indole]